ClC=1C=C(C=CC1F)C1(CN(C1)C=1C=2N(C=CC1)N=C(N2)NC=2C=NN(C2)CC(=O)N2CCN(CC2)C)CC#N 2-[3-(3-chloro-4-fluoro-phenyl)-1-[2-[[1-[2-(4-methylpiperazin-1-yl)-2-oxo-ethyl]pyrazol-4-yl]amino]-[1,2,4]triazolo[1,5-a]pyridin-8-yl]azetidin-3-yl]acetonitrile